N-((3S,4S)-3-hydroxy-1-(5-(trifluoromethyl)pyrimidin-2-yl)piperidin-4-yl)-2-((S)-2-((6-oxo-5-(trifluoromethyl)-1,6-dihydropyridazin-4-yl)amino)propoxy)acetamide O[C@H]1CN(CC[C@@H]1NC(COC[C@H](C)NC=1C=NNC(C1C(F)(F)F)=O)=O)C1=NC=C(C=N1)C(F)(F)F